2-[(3-methylimidazol-4-yl) methyl]-4-oxobutyl (9Z,12Z)-octadeca-9,12-dienoate C(CCCCCCC\C=C/C\C=C/CCCCC)(=O)OCC(CC=O)CC=1N(C=NC1)C